3-(tert-butyl)-N-(8-(4-((1-methyl-1H-pyrazol-3-yl)amino)-1,3,5-triazin-2-yl)-2-(oxetan-3-yl)-2,3,4,5-tetrahydro-1H-benzo[c]azepin-5-yl)-1,2,4-oxadiazole-5-carboxamide C(C)(C)(C)C1=NOC(=N1)C(=O)NC1C2=C(CN(CC1)C1COC1)C=C(C=C2)C2=NC=NC(=N2)NC2=NN(C=C2)C